CC1CC2CC(=C(CC2(CC1)C(C)=O)C)C 1-(2,6,7-trimethyl-1,3,4,5,8,8a-hexahydronaphthalen-4a(2H)-yl)ethan-1-one